C12CN(CC2C1)C1=C(C=CC(=N1)C=1N=NN(C1)C1=C(C=C(C=C1)NS(=O)(=O)CCO)N1CCC2(CC2)CC1)F N-(4-(4-(6-(3-azabicyclo[3.1.0]hexan-3-yl)-5-fluoropyridin-2-yl)-1H-1,2,3-triazol-1-yl)-3-(6-azaspiro[2.5]octan-6-yl)phenyl)-2-hydroxyethane-1-sulfonamide